Di-iodo(hexamethylphenyl)ruthenium (II) I[Ru-](C1(C(C(C(C=C1)C)(C)C)(C)C)C)I